N-(4-{1-[(3-fluoro-2-methylphenyl)carbonyl]piperidin-4-yl}butyl)thieno[2,3-c]pyridine-2-carboxamide FC=1C(=C(C=CC1)C(=O)N1CCC(CC1)CCCCNC(=O)C1=CC=2C(=CN=CC2)S1)C